COC(=O)[C@H]1OC([C@@H]2OC(O[C@@H]21)(C)C)N.BrCC(=O)C2=C(C(=CC(=C2)Cl)Br)O 2-bromo-1-(3-bromo-5-chloro-2-hydroxyphenyl)ethanone Methyl-(3aS,4S,6aR)-6-amino-2,2-dimethyltetrahydrofuro[3,4-d][1,3]dioxole-4-carboxylate